2,2-bis(bromomethyl)1,3-propanediol 1,3-di(2-methylpropanoate) CC(C(=O)OCC(COC(C(C)C)=O)(CBr)CBr)C